(+)-1-(3-chlorophenyl)-2-[(1,1-dimethylethyl)amino]-1-propanone ClC=1C=C(C=CC1)C(C(C)NC(C)(C)C)=O